(2S,3R)-1-(6-chloro-4-isopropyl-2,7-naphthyridin-1-yl)-2-methylazetidin-3-ol ClC=1C=C2C(=CN=C(C2=CN1)N1[C@H]([C@@H](C1)O)C)C(C)C